FC1=CC(=CC2=C1OC1(CC1)CCO2)COC2=NC(N1C(N3COCC[C@@H]3C1)=C2)=O (R)-3-((9-fluoro-3,4-dihydrospiro[benzo[b][1,4]dioxepine-2,1'-cyclopropan]-7-yl)methoxy)-8,9,9a,10-tetrahydropyrimido[6',1':2,3]imidazo[1,5-c][1,3]oxazin-1(6H)-one